octanoyl-2-hydroxysn-glycero-3-phosphocholine C(CCCCCCC)(=O)C(OP(OC[C@@H](CO)OO)(=O)[O-])C[N+](C)(C)C